N-[(9H-fluoren-9-ylmethoxy)carbonyl]-O-tert-butyl-L-serine C1=CC=CC=2C3=CC=CC=C3C(C12)COC(=O)N[C@@H](COC(C)(C)C)C(=O)O